O=C1NC(CC[C@H]1N1C=CC2=C(C=CC=C12)N1CC(C1)N(C(OC(C)(C)C)=O)C)=O |r| Racemic-tert-butyl N-[1-[1-(2,6-dioxo-3-piperidinyl) indol-4-yl] azetidin-3-yl]-N-methyl-carbamate